N1(CCCC1)C(=O)C1=CC=C(O1)CCC(=O)O 3-[5-(pyrrolidin-1-carbonyl)furan-2-yl]propanoic acid